Bis-(tri-tert-butylphosphino)palladium (0) C(C)(C)(C)P(C(C)(C)C)(C(C)(C)C)[Pd-2]P(C(C)(C)C)(C(C)(C)C)C(C)(C)C